2-Benzoyl-4-methyl-6-((1-((2-(trimethylsilyl)ethoxy)methyl)-1H-indazol-4-yl)methyl)-4H-thiazolo[5',4':4,5]pyrrolo[2,3-d]pyridazin-5(6H)-one C(C1=CC=CC=C1)(=O)C=1SC2=C(N(C=3C(N(N=CC32)CC3=C2C=NN(C2=CC=C3)COCC[Si](C)(C)C)=O)C)N1